FC1=C(C=CC(=C1)F)C(CNCC=1C=CC=2N(C1)N=C(C2C2=CC=NC=C2)C2=CC=C(C=C2)F)(CN2N=CN=C2)O 2-(2,4-difluorophenyl)-1-(((2-(4-fluorophenyl)-3-(pyridin-4-yl)pyrazolo[1,5-a]pyridin-6-yl)methyl)amino)-3-(1H-1,2,4-triazol-1-yl)propan-2-ol